3-(N-(4-bromophenyl)sulfamoyl)-N-methoxy-N-methylbenzamide BrC1=CC=C(C=C1)NS(=O)(=O)C=1C=C(C(=O)N(C)OC)C=CC1